[(2R,3R,4S,5R)-5-(5-chloro-4-{[(2,4-dimethoxyphenyl)methyl]amino}-7H-pyrrolo[2,3-d]pyrimidin-7-yl)-4-fluoro-3-hydroxyoxolan-2-yl]methyl 4-methylbenzene-1-sulfonate CC1=CC=C(C=C1)S(=O)(=O)OC[C@H]1O[C@H]([C@H]([C@@H]1O)F)N1C=C(C2=C1N=CN=C2NCC2=C(C=C(C=C2)OC)OC)Cl